OC1(CC1)CCC[C@@H](C)[C@H]1CC[C@@H]2[C@@]1(CCC1[C@]3(CC[C@@H]([C@@H]([C@@H]3CCC21)O)O)C)C (1R,3aS,5aR,6R,7S,9aR,11aR)-1-[(2R)-5-(hydroxycyclopropyl)pentan-2-yl]-9a,11a-dimethylhexadecahydro-1H-cyclopenta[1,2-a]phenanthrene-6,7-diol